2-(4-(3-((2-Chloro-4-(Trifluoromethyl)Phenyl)Amino)-2-Oxopyrazin-1(2H)-yl)-2,6-Dimethylphenoxy)Acetic Acid ClC1=C(C=CC(=C1)C(F)(F)F)NC=1C(N(C=CN1)C1=CC(=C(OCC(=O)O)C(=C1)C)C)=O